(pyrrolidinyl)bromoborane N1(CCCC1)BBr